4-(dimethylamino)cyclohexylamine CN(C1CCC(CC1)N)C